arginineAT N[C@@H](CCCNC(N)=N)C(=O)[O-]